ethyl 3-(6-phenylpyridin-3-yl)-4,5-dihydro-1,2-oxazole-5-carboxylate C1(=CC=CC=C1)C1=CC=C(C=N1)C1=NOC(C1)C(=O)OCC